6,8-difluoro-7-hydroxy-2-oxo-N-(12-(prop-2-yn-1-ylamino)dodecyl)-2H-chromene-3-carboxamide FC=1C=C2C=C(C(OC2=C(C1O)F)=O)C(=O)NCCCCCCCCCCCCNCC#C